FC1=CC=C(C=C1)C1=NC2=CC(=CC(=C2C=C1C1=CC=C(C=C1)F)C(C)NC1=C(C(=O)O)C=CC=C1)C 2-((1-(2,3-bis(4-fluorophenyl)-7-methylquinolin-5-yl)ethyl)amino)benzoic acid